NC1=C2C(=NC=N1)NN=C2C=2N(C1=CC(=CC=C1C2)C(=O)OC)COCC[Si](C)(C)C Methyl 2-(4-amino-1H-pyrazolo[3,4-d]pyrimidin-3-yl)-1-((2-(trimethylsilyl)ethoxy) methyl)-1H-indole-6-carboxylate